(S)-N-(2-((3,3-difluoro-1-hydroxycyclobutyl)ethynyl)-9-methyl-8-oxo-6,7,8,9-tetrahydro-5H-pyrido[2,3-b]azepin-7-yl)-4-phenoxypyridineamide FC1(CC(C1)(O)C#CC=1C=CC2=C(N(C([C@H](CC2)NC(=O)C2=NC=CC(=C2)OC2=CC=CC=C2)=O)C)N1)F